(2-methoxy-4-(8,9,10,11-tetrahydro-3H-naphtho[1,2-e]indazol-7-yl)phenyl)(4-methylpiperazin-1-yl)methanone COC1=C(C=CC(=C1)C1=CC2=C(C=3C=NNC3C=C2)C=2CCCCC12)C(=O)N1CCN(CC1)C